6-(tert-butylsulfonyl)-3-iodo-7-((3-methyloxetan-3-yl)methoxy)imidazo[1,2-a]pyridine C(C)(C)(C)S(=O)(=O)C=1C(=CC=2N(C1)C(=CN2)I)OCC2(COC2)C